NC1=NC(=CC(=N1)N[C@H](CC)CCC)CC1=CC=C(C=C1)CN1CCCC1 (R)-2-Amino-4-(hexan-3-ylamino)-6-(4-(pyrrolidin-1-ylmethyl)benzyl)pyrimidine